methyl (1r,4r)-4-(1-methyl-1H-tetrazol-5-yl)cyclohexane-1-carboxylate CN1N=NN=C1C1CCC(CC1)C(=O)OC